N-[2-[2-(2,6-dioxo-3-piperidyl)-1,3-dioxo-isoindolin-4-yl]oxyethyl]-N-methyl-benzamide O=C1NC(CCC1N1C(C2=CC=CC(=C2C1=O)OCCN(C(C1=CC=CC=C1)=O)C)=O)=O